Trin-propyl-silicon C(CC)[Si](CCC)CCC